N-(6-chloropyridin-2-yl)-2,3-difluoro-5-(5-fluoropyridin-3-yl)benzamide ClC1=CC=CC(=N1)NC(C1=C(C(=CC(=C1)C=1C=NC=C(C1)F)F)F)=O